Br[C@H]1O[C@@H]([C@H]([C@@H]([C@H]1CC(=O)O)CC(=O)O)CC(=O)O)C(=O)OC (2R,3R,4S,5S,6S)-2-bromo-6-(methoxycarbonyl)tetrahydro-2H-pyran-3,4,5-triacetic acid